6-((1,1-Dimethyl-2,3-dihydro-1H-inden-2-yl)amino)pyridin CC1(C(CC2=CC=CC=C12)NC1=CC=CC=N1)C